tripyrrole phosphate P(=O)(O)(O)O.N1C=CC=C1.N1C=CC=C1.N1C=CC=C1